methyl 2,4,6-triphenylnicotinate C1(=CC=CC=C1)C1=C(C(=O)OC)C(=CC(=N1)C1=CC=CC=C1)C1=CC=CC=C1